t-butylbis(trimethylsilyl)phosphine C(C)(C)(C)P([Si](C)(C)C)[Si](C)(C)C